C(C1=CC=CC=C1)OC=1C(=CC2=C(N(C([C@H]3N(C2=O)CC=C(C3)C3=CC=C(C=C3)S(NC)(=O)=O)O)C(=O)OCC=C)C1)OC allyl (6aS)-3-(benzyloxy)-6-hydroxy-2-methoxy-8-(4-(N-methylsulfamoyl)phenyl)-12-oxo-6,6a,7,10-tetrahydrobenzo[e]-pyrido[1,2-a][1,4]diazepine-5(12H)-carboxylate